3-(4-fluoro-3-methylphenyl)-1-(8-fluoro-6-oxo-1,4,5,6-tetrahydro-2H-pyrano[3,4-c]isoquinolin-1-yl)-1-methylurea FC1=C(C=C(C=C1)NC(N(C)C1COCC=2NC(C=3C=C(C=CC3C21)F)=O)=O)C